ethyl 8-methyl-2-[(3-methylpyridin-2-yl)methyl]-4,5-dihydro-2H-furo[2,3-g]indazole-7-carboxylate CC1=C(OC=2CCC3=CN(N=C3C21)CC2=NC=CC=C2C)C(=O)OCC